methyl (E)-4-[6-[2,4-difluoro-N-[(4-methoxyphenyl)methyl]anilino]-3-vinyl-pyrazin-2-yl]-4-ethyl-hex-2-enoate FC1=C(N(CC2=CC=C(C=C2)OC)C2=CN=C(C(=N2)C(/C=C/C(=O)OC)(CC)CC)C=C)C=CC(=C1)F